trans-6-(6-chloro-4-(6-(hydroxymethyl)morpholin-2-yl)pyridin-2-yl)-N-methylpyrimidine-4-carboxamide ClC1=CC(=CC(=N1)C1=CC(=NC=N1)C(=O)NC)[C@@H]1CNC[C@H](O1)CO